CC12CC(C1)(C2)C(=O)NC2=CNC1=CC=C(C=C21)OCC2=CC=C(C=C2)C(F)(F)F 3-methyl-N-(5-((4-(trifluoromethyl)benzyl)oxy)-1H-indol-3-yl)bicyclo[1.1.1]pentane-1-carboxamide